C(C)OC(=O)CCN(CCC(=O)OCC)CCC[Si](OC)(OC)OC 3-(N,N-di(2-(ethyloxycarbonyl)ethyl)amino)propyltrimethoxysilane